C12(CC(C1)C2)C2=CC=C1C=C(C(=NC1=C2Br)OC)C(=O)OCC ethyl 7-(bicyclo[1.1.1]pentan-1-yl)-8-bromo-2-methoxyquinoline-3-carboxylate